(2-azidoethyl)hydroxylamine hydrochloride Cl.N(=[N+]=[N-])CCNO